ClC=1C=CC(=C(C1)CCCO)[C@H]([C@H]1O[C@H]([C@H]2[C@@H]1OC(O2)(C)C)N2C=CC1=C2N=CN=C1Cl)O 3-[5-chloro-2-[(R)-hydroxy-[(3aR,4R,6R,6aR)-4-(4-chloropyrrolo[2,3-d]-pyrimidin-7-yl)-2,2-dimethyl-3a,4,6,6a-tetrahydrofuro[3,4-d][1,3]dioxol-6-yl]methyl]phenyl]propan-1-ol